NC=1C=CC(=NC1)S(=O)(=O)NC=1SC(=C(N1)C1=CC(=C(C=C1)Cl)F)Cl 5-amino-N-(5-chloro-4-(4-chloro-3-fluorophenyl)thiazol-2-yl)pyridine-2-sulfonamide